1-(3-aminophenyl)-3-(p-tolyl)urea NC=1C=C(C=CC1)NC(=O)NC1=CC=C(C=C1)C